2,3-dimercaptoterephthalic acid SC1=C(C(=O)O)C=CC(=C1S)C(=O)O